CC=1N=C2N(C=C(C=C2C#N)C=2N=C3N(C(C2)=O)C=C(C=C3)N3CCN(CC3)C)C1 2-methyl-6-[7-(4-methylpiperazin-1-yl)-4-oxo-4H-pyrido[1,2-a]pyrimidin-2-yl]imidazo[1,2-a]pyridine-8-carbonitrile